C1(=CC=CC=C1)[O-].B([O-])(O)O.[Ca+2] calcium borate phenolate